N-(6-chloro-4-methoxypyridin-3-yl)-1-(5-fluoro-2-methylpyrimidin-4-yl)-4-(2-isopropylphenyl)piperidine-4-carboxamide ClC1=CC(=C(C=N1)NC(=O)C1(CCN(CC1)C1=NC(=NC=C1F)C)C1=C(C=CC=C1)C(C)C)OC